FC=1C=CC(=C2C=C(N(C12)CCNC1=CC(=NC=N1)C1=CC(=C(S1)C1=NOC(N1)=O)C(F)(F)F)C)OC 3-(5-{6-[2-(7-Fluoro-4-methoxy-2-methyl-indol-1-yl)-ethylamino]-pyrimidin-4-yl}-3-trifluoromethyl-thiophen-2-yl)-[1,2,4]oxadiazol-5(4H)-on